3-hydroxy-3-(2-oxo-2-(3-methylphenyl)ethyl)indol-2-one OC1(C(NC2=CC=CC=C12)=O)CC(C1=CC(=CC=C1)C)=O